C(CCC)NC(=O)NC=1C=C(C=CC1)NC(=O)[C@@H]1CN(C[C@H]1C1=CC=C(C=C1)Cl)C (3S,4R)-N-{3-[(butylcarbamoyl)amino]phenyl}-4-(4-chlorophenyl)-1-methylpyrrolidine-3-carboxamide